3-{[1-(4-chloro-3-fluorophenyl)-3-(propan-2-yl)-1H-1,2,4-triazol-5-yl]methyl}-1-{[1-(quinolin-7-yl)-1H-1,2,4-triazol-5-yl]methyl}urea ClC1=C(C=C(C=C1)N1N=C(N=C1CNC(NCC1=NC=NN1C1=CC=C2C=CC=NC2=C1)=O)C(C)C)F